C(C)(C)(C)N(C(O)=O)[C@H]1COC[C@@H]1CO.C(C)N(CC)CC(=O)NC1=C(C(=CC=C1)C)C |r| (diethylamino)-N-(2,3-dimethylphenyl)acetamide (rac)-tert-Butyl-((3R,4S)-4-(hydroxymethyl)tetrahydrofuran-3-yl)carbamate